COC1=NC(=CC(=C1C(C)=O)OC)N1C=NC2=C1C=CC(=C2)NC=2N=NC(=CC2)C 1-[2,4-dimethoxy-6-[5-[(6-methylpyridazin-3-yl)amino]benzimidazol-1-yl]-3-pyridyl]ethanone